C(CC)(=O)OCCCCCCCCCCCCCCCCCCSCCCCCCCCCCCCCCCCCCOC(CC)=O thiodistearyl dipropionate